3-((S)-8-(4'-(morpholinomethyl)biphenyl-3-ylsulfonyl)-1-oxa-8-azaspiro[4.5]decan-3-ylamino)propan-2-ol O1CCN(CC1)CC1=CC=C(C=C1)C1=CC(=CC=C1)S(=O)(=O)N1CCC2(C[C@@H](CO2)NCC(C)O)CC1